4-(4-((1r,5s)-3,8-diazabicyclo[3.2.1]oct-3-yl)-8-fluoro-2-((4-methoxybicyclo[2.2.2]oct-1-yl)methoxy)-6-nitroquinazolin-7-yl)-5-ethynyl-6-fluoronaphthalen-2-amine [C@H]12CN(C[C@H](CC1)N2)C2=NC(=NC1=C(C(=C(C=C21)[N+](=O)[O-])C2=CC(=CC1=CC=C(C(=C21)C#C)F)N)F)OCC21CCC(CC2)(CC1)OC